Tert-butyl (2S)-2-[[3-(methoxycarbonyl)cyclobutoxy]methyl]pyrrolidine-1-carboxylate COC(=O)C1CC(C1)OC[C@H]1N(CCC1)C(=O)OC(C)(C)C